ClC1=NC(=NC(=N1)C1=CC2=CC=CC=C2C=C1)C1=CC2=CC=CC=C2C=C1 2-chloro-4,6-di(naphthalene-2-yl)-1,3,5-triazine